Monoethylene glycol monoacrylate C(C=C)(=O)OCCO